C(#N)C1=CC=C(C=C1)NC=1C2=C(N=C(N1)SC1(CCC1)C(=O)O)C=CS2 ((4-((4-cyanophenyl)amino)thieno[3,2-d]pyrimidin-2-yl)thio)cyclobutane-1-carboxylic acid